4-bromo-N-(2-(4,4-difluoropiperidin-1-yl)-6-methylpyrimidin-4-yl)-2-fluoro-6-(6-azaspiro[2.5]oct-6-yl)benzamide BrC1=CC(=C(C(=O)NC2=NC(=NC(=C2)C)N2CCC(CC2)(F)F)C(=C1)N1CCC2(CC2)CC1)F